NC1=C(C(=O)NC(C)C)C=C(C=N1)C1=C(C=C(C=C1)NC(C(C1=C(C=CC=C1)C)O)=O)CC 2-amino-5-(2-ethyl-4-(2-hydroxy-2-(o-tolyl)acetamido)phenyl)-N-isopropylnicotinamide